1-[3-(1-Hydroxyethyl)-6-[6-methoxy-5-[(6-methylpyridazin-3-yl)amino]benzimidazol-1-yl]-2-pyridyl]-5-methyl-pyrazole-3-carbonitrile OC(C)C=1C(=NC(=CC1)N1C=NC2=C1C=C(C(=C2)NC=2N=NC(=CC2)C)OC)N2N=C(C=C2C)C#N